OC(=O)C(F)(F)F.O=C1NC(CCC1NC1=CC=C(C=C1)C1CCN(CC1)C(CN1CCC(CC1)C=1N=C2N(C=C(C(=C2)OC(C)C)NC(=O)C2=NC=NC=C2)C1)=O)=O N-[2-[1-[2-[4-[4-[(2,6-dioxo-3-piperidinyl)amino]phenyl]-1-piperidinyl]-2-oxo-ethyl]-4-piperidinyl]-7-isopropoxy-imidazo[1,2-a]pyridin-6-yl]pyrimidine-4-carboxamide TFA salt